N-(2-aminophenyl)-4-(2-((4-(((2-phenylcyclopropyl)amino)methyl)piperidin-1-yl)sulfonyl)ethyl)benzamide TFA Salt OC(=O)C(F)(F)F.NC1=C(C=CC=C1)NC(C1=CC=C(C=C1)CCS(=O)(=O)N1CCC(CC1)CNC1C(C1)C1=CC=CC=C1)=O